C1(CC1)NC(C1=C(C=CC=C1)C1=CC=C2C=NN(C2=C1)C1OCCCC1)=S N-cyclopropyl-2-(1-tetrahydropyran-2-yl-indazol-6-yl)thiobenzamide